S(=O)(=O)([O-])[O-].C(C)N(C1=CC=C(N[N+]#N)C=C1)CC.C(C)N(CC)C1=CC=C(N[N+]#N)C=C1 4-diethylaminoanilinediazonium sulfate